CC1=C(C=CC(=C1)N)N The molecule is a diamine in which the two amino groups are substituted into toluene at the 2- and 5-positions. It has a role as an allergen. It derives from a hydride of a toluene.